1-[2-[2-(difluoromethoxy)-5-methyl-4-pyridyl]-6-[5-[(6-methylpyridazin-3-yl)amino]benzimidazol-1-yl]-3-pyridyl]ethanone FC(OC1=NC=C(C(=C1)C1=NC(=CC=C1C(C)=O)N1C=NC2=C1C=CC(=C2)NC=2N=NC(=CC2)C)C)F